3-(7-((1,3-Dioxolan-2-yl)methyl)-1-methyl-1H-indazol-3-yl)piperidine-2,6-dione O1C(OCC1)CC=1C=CC=C2C(=NN(C12)C)C1C(NC(CC1)=O)=O